N=1N(N=C2C1C=CC=C2)C2=C(C(=CC(=C2)C(CC(C)(C)C)(C)C)C(C)(C2=CC=CC=C2)C)O 2-(2H-benzotriazol-2-yl)-6-(1-methyl-1-phenylethyl)4-(1,1,3,3-tetramethylbutyl)phenol